(5-((1R,3S,5S)-3-amino-8-azabicyclo[3.2.1]oct-8-yl)-9-(pyridin-4-yl)-7H-imidazo[1,2-c]pyrrolo[3,2-e]pyrimidin-7-yl)methanol NC1C[C@H]2CC[C@@H](C1)N2C2=NC1=C(C=3N2C=CN3)C(=CN1CO)C1=CC=NC=C1